C(CCC)(=O)NN 1-butyrylhydrazine